C(#N)C1=C(C=CC2=CC=C(C=CC3=C(C=CC=C3)C#N)C=C2)C=CC=C1 4'-(2-cyanostyryl)-2-cyanostilbene